boron-silicon-lead [Pb].[Si].[B]